Cl.NCC1=CC=C(S1)C(CSC1=NC(=NC2=C(C=C(C=C12)Cl)F)C)=O 1-(5-(aminomethyl)thiophen-2-yl)-2-((6-chloro-8-fluoro-2-methylquinazolin-4-yl)thio)ethan-1-one hydrochloride